4-bromo-N-methyl-N-(p-tolyl)picolinamide BrC1=CC(=NC=C1)C(=O)N(C1=CC=C(C=C1)C)C